fluorine boric acid B(O)(O)O.[F]